(3S)-7-((S)-4-acryloyl-2-methylpiperazin-1-yl)-9-chloro-10-(2,4-difluorophenyl)-3-((1-ethylpiperidin-4-yl)methyl)-2H-[1,4]thiazino[2,3,4-ij]quinazolin-5(3H)-one C(C=C)(=O)N1C[C@@H](N(CC1)C1=NC(N2C3=C(C(=C(C=C13)Cl)C1=C(C=C(C=C1)F)F)SC[C@@H]2CC2CCN(CC2)CC)=O)C